O(C1=CC=CC=C1)C1=CC=C(C=C1)C1=NN(C2=C1C=NC=C2)C2CN(C2)C(C=C)=O 1-(3-(3-(4-phenoxyphenyl)-1H-pyrazolo[4,3-c]pyridin-1-yl)azetidin-1-yl)prop-2-en-1-one